N-([1,1'-Biphenyl]-3-yl)-N-((4'-fluoro-[1,1'-biphenyl]-4-yl)methyl)cyclohexanecarboxamide C1(=CC(=CC=C1)N(C(=O)C1CCCCC1)CC1=CC=C(C=C1)C1=CC=C(C=C1)F)C1=CC=CC=C1